1-[3-(difluoromethoxy)phenyl]-5-oxopyrrolidine-3-carboxamide FC(OC=1C=C(C=CC1)N1CC(CC1=O)C(=O)N)F